3-(4-bromo-3-chloro-phenyl)-1-(3,4-dimethylphenyl)-8-methoxy-pyrazolo[4,3-c]quinoline BrC1=C(C=C(C=C1)C1=NN(C2=C1C=NC=1C=CC(=CC21)OC)C2=CC(=C(C=C2)C)C)Cl